C(C)OC(=O)C=1C(=NN(C1)CC=1C(=NC(=CC1)N1CC2CC2C1)C)Cl 1-[(6-{3-azabicyclo[3.1.0]hex-3-yl}-2-methylpyridin-3-yl)methyl]-3-chloro-1H-pyrazole-4-carboxylic acid ethyl ester